ClC=1C=NC=C(C1[C@@H](C)OC=1C=C2C(=NNC2=CC1OC)C1=CC2=C(OCCN2S(=O)(=O)C)N=C1)Cl 7-[5-[(1R)-1-(3,5-dichloro-4-pyridyl)ethoxy]-6-methoxy-1H-indazol-3-yl]-1-methylsulfonyl-2,3-dihydropyrido[2,3-b][1,4]oxazine